ClC1=C(C(=CC=C1)F)C=1NC2=C(C3=C(N1)C=CC(=C3)C(=O)NCCF)NN=C2 5-(2-chloro-6-fluorophenyl)-N-(2-fluoroethyl)-1,4-dihydrobenzo[d]pyrazolo[3,4-f][1,3]diazepine-9-carboxamide